(4-(3-(prop-2-yn-1-yloxy)oxetan-3-yl)phenyl)(4-(4-(trifluoromethyl)phenyl)piperidin-1-yl)methanone C(C#C)OC1(COC1)C1=CC=C(C=C1)C(=O)N1CCC(CC1)C1=CC=C(C=C1)C(F)(F)F